[Si](C)(C)(C(C)(C)C)CCOCCC=1SC2=C(N1)C=C(C(=C2)N)C 2-(2-((tert-butyldimethylsilyl)ethoxy)ethyl)-5-methylbenzo[d]thiazol-6-amine